(4-isobutylphenyl)-N-(1-(6-((2-methyl-[1,1'-biphenyl]-3-yl)methoxy)pyridin-3-yl)-11-oxo-5,8-dioxa-2,12-diazatetradecan-14-yl)propanamide C(C(C)C)C1=CC=C(C=C1)C(C(=O)NCCNC(CCOCCOCCNCC=1C=NC(=CC1)OCC=1C(=C(C=CC1)C1=CC=CC=C1)C)=O)C